ClC1=C(C=C2C=C(N=CC2=C1)NC(=O)[C@@H]1COC(CC1)(C)C)C1CCN(CC1)[C@]1(COC[C@H]1O)C (3S)-N-(7-chloro-6-(1-((3S,4S)-4-hydroxy-3-methyltetrahydrofuran-3-yl)piperidin-4-yl)isoquinolin-3-yl)-6,6-dimethyltetrahydro-2H-pyran-3-carboxamide